ON1[C@@H](CCC1)C(=O)O anti-hydroxyl-proline